4-[2-(methylamino)phenyl]Pyrimidine-2-amine CNC1=C(C=CC=C1)C1=NC(=NC=C1)N